COCC1CCC(CC1)C(CC(=O)OCC)=O ethyl 3-((1r,4r)-4-(methoxymethyl) cyclohexyl)-3-oxopropionate